CN(CCCOC=1C=C(C=O)C=CC1)C 3-(3-(dimethylamino)propoxy)benzaldehyde